(1S,3R)-3-aminocyclohexane-1-carboxylate N[C@H]1C[C@H](CCC1)C(=O)[O-]